BrC=1N=C(N2C1C(=CC(=C2)S(=O)(=O)NC2(CC2)C#N)Cl)C=2SC(=NN2)C(F)(F)F 1-bromo-8-chloro-N-(1-cyanocyclopropyl)-3-(5-(trifluoromethyl)-1,3,4-thiadiazol-2-yl)imidazo[1,5-a]pyridine-6-sulfonamide